20-docosenoic acid C(CCCCCCCCCCCCCCCCCCC=CC)(=O)O